benzyl 2,2-dimethyl-4-methylsulfonyloxy-butyrate CC(C(=O)OCC1=CC=CC=C1)(CCOS(=O)(=O)C)C